NC1=C(C=C(C=N1)C1=CC=C(C=C1)C12CN(CC2C1)C(=O)OC(C)(C)C)C(=O)OC Racemic-tert-butyl 1-(4-(6-amino-5-(methoxycarbonyl)pyridin-3-yl)phenyl)-3-aza-bicyclo[3.1.0]hexane-3-carboxylate